C(C)(C)(C)OC(=O)N1[C@@H](C[C@H](C1)N=[N+]=[N-])CN1N=C(C=C1)C.C(C1=CC=CC=C1)OC1=C(N)C=CC=C1 2-(benzyloxy)aniline tert-butyl-(2S,4R)-4-azido-2-((3-methyl-1H-pyrazol-1-yl)methyl)pyrrolidine-1-carboxylate